(1R,3R)-1-(2,6-difluoro-4-(2-((R)-3-methylpyrrolidin-1-yl)ethoxy)phenyl)-2-(2-fluoro-2-methylpropyl)-3-methyl-2,3,4,9-tetrahydro-1H-pyrido[3,4-b]indole FC1=C(C(=CC(=C1)OCCN1C[C@@H](CC1)C)F)[C@H]1N([C@@H](CC2=C1NC1=CC=CC=C21)C)CC(C)(C)F